CCCCC[C@@H]([C@@H](/C=C/[C@H](C/C=C\\C/C=C\\CCCC(=O)O)O)SC[C@@H](C(=O)NCC(=O)O)NC(=O)CC[C@@H](C(=O)O)N)O The molecule is a glutathione conjugate in which the thiol hydrogen of glutathione has been replaced by a (6S,7R,8E,10S,12Z,15Z)-19-carboxy-6,10-dihydroxynonadeca-8,12,15-trien-7-yl group. It has a role as a human xenobiotic metabolite. It is a glutathione conjugate and a fatty acid derivative. It is a conjugate acid of an 11(S),15(S)-dihydroxy-14(R)-(S-glutathionyl)-5(Z),8(Z),12(E)-icosatrienoate(2-).